2,4-dihydroxypiperidine OC1NCCC(C1)O